C(C)(C)(C)N(C(OC(C)(C)C)=O)CC1CN(CC1)C1=NC=C(C=C1)C1=NOC(=N1)C1CCN(CC1)C1=NC2=C(C=CC=C2C=C1)OC tert-butyl (tert-butyl((1-(5-(5-(1-(8-methoxyquinolin-2-yl)piperidin-4-yl)-1,2,4-oxadiazol-3-yl)pyridin-2-yl)pyrrolidin-3-yl)methyl)carbamate)